ClC=1C=C2C(=NC(=NC2=C(C1C1=CC=CC2=C1N=C(S2)N)F)OC[C@H]2N(C[C@H](C2)OC)C)N2CCNCC(C2)(F)F 4-(6-chloro-4-(6,6-difluoro-1,4-diazepan-1-yl)-8-fluoro-2-(((2S,4S)-4-methoxy-1-methylpyrrolidin-2-yl)-methoxy)quinazolin-7-yl)-benzo[d]thiazol-2-amine